C(#N)C1=CC=CC(=N1)C(C)NC(C(F)(F)C=1C(NC2=CC=C(C(=C2C1C)F)F)=O)=O N-[1-(6-cyanopyridin-2-yl)ethyl]-2-(5,6-difluoro-4-methyl-2-oxo-1H-quinolin-3-yl)-2,2-difluoroacetamide